C(C)(=O)NC1=CC(=C(C(=C1)C)N1CCN(CC1)C)C N-acetyl-3,5-dimethyl-4-(4-methylpiperazin-1-yl)aniline